C(C)(C)(C)OC(=O)N1CC(C1)CN1N=C2C=CC(=CC2=C1CO)Br 3-((5-bromo-3-(hydroxymethyl)-2H-indazol-2-yl)methyl)azetidine-1-carboxylic acid tert-butyl ester